4,6-dimethyloctadecyl heptyloxymethyl ether C(CCCCCC)OCOCCCC(CC(CCCCCCCCCCCC)C)C